5-methyl-3H-1,3-benzoxazol-2-one CC=1C=CC2=C(NC(O2)=O)C1